C(C)(=O)N1CCC(CC1)C=1OC2=C(C(=CC=C2C(C1)=O)N)[N+](=O)[O-] 2-(1-acetylpiperidin-4-yl)-7-amino-8-nitro-4H-chromen-4-one